C(O)C(=O)O methylolcarboxylic acid